FC=1C=C(C=CC1)N1C(N(C=C(C1=O)C(=O)NC1=CC=C(C=C1)B1OC(C(O1)(C)C)(C)C)C(C)C)=O 3-(3-fluorophenyl)-1-isopropyl-2,4-dioxo-N-[4-(4,4,5,5-tetramethyl-1,3,2-dioxaborolan-2-yl)phenyl]-1,2,3,4-tetrahydropyrimidine-5-carboxamide